1,3,3-Trimethylbicyclo[2.2.1]heptan-2-yl-2-phenylacetat CC12C(C(C(CC1)C2)(C)C)C(C(=O)[O-])C2=CC=CC=C2